7-(6-(1-(1-(4-fluorophenyl)ethyl)-1H-pyrazol-4-yl)pyridin-2-yl)-8-methoxy-[1,2,4]triazolo[1,5-a]pyridin-2-amine FC1=CC=C(C=C1)C(C)N1N=CC(=C1)C1=CC=CC(=N1)C1=C(C=2N(C=C1)N=C(N2)N)OC